2-(3-(2-(2-(2-((2-(2,6-dioxopiperidin-3-yl)-1,3-dioxoisoindolin-4-yl)amino)ethoxy)ethoxy)ethoxy)phenyl)-N-(5-methyl-4-(1-(2-methylbenzoyl)indolin-5-yl)thiazol-2-yl)acetamide O=C1NC(CCC1N1C(C2=CC=CC(=C2C1=O)NCCOCCOCCOC=1C=C(C=CC1)CC(=O)NC=1SC(=C(N1)C=1C=C2CCN(C2=CC1)C(C1=C(C=CC=C1)C)=O)C)=O)=O